N-[Trans-(7RS,9RS)-3-cyclopropyl-9-[(4-ethyl-1,2,4-triazol-3-yl)amino]-5-(2-methylpropylsulfamoyl)-8,9-dihydro-7H-cyclopenta[h]isochinolin-7-yl]pyridin-3-carboxamid C1(CC1)C=1N=CC2=C3C(=CC(=C2C1)S(NCC(C)C)(=O)=O)[C@@H](C[C@H]3NC3=NN=CN3CC)NC(=O)C=3C=NC=CC3 |r|